C(#C)C1=C(C(=C(C=C1)F)F)OC 1-ethynyl-3,4-difluoro-2-methoxy-benzene